CC1(C(C(C=2C(CCCC12)=O)(C)C)C)C 1,1,2,3,3-pentamethyl-1,2,3,5,6,7-hexahydro-4H-inden-4-one